3-(3,5-difluorophenyl)-8-methyl-7-(methylsulfonyl)imidazo[1,5-a]pyridine-1-carboxylic acid FC=1C=C(C=C(C1)F)C1=NC(=C2N1C=CC(=C2C)S(=O)(=O)C)C(=O)O